[N+](=O)([O-])C(CC1=CN=C(S1)C(=O)N1CCN(CC1)C1=NC=C(C=N1)C(F)(F)F)C (5-(2-nitropropyl)thiazol-2-yl)(4-(5-(trifluoromethyl)pyrimidin-2-yl)piperazin-1-yl)methanone